C(C1=CC=CC=C1)C=1N(C=2C(=C3CC[C@@H](NC3=CC2)C)N1)[C@H]1C[C@@H](CCC1)C(=O)OC (S)-2-Benzyl-3-((1R,3R)-3-(methoxycarbonyl)cyclohexyl)-7-methyl-3,7,8,9-tetrahydro-6H-imidazo[4,5-f]chinolin